(S)-3-(3-(4-((14-azido-3,6,9,12-tetraoxatetradecyl)oxy)naphthalen-1-yl)phenyl)-3-(2-(4-((4-methylpyridin-2-yl)amino)butanamido)acetamido)propanoic acid N(=[N+]=[N-])CCOCCOCCOCCOCCOC1=CC=C(C2=CC=CC=C12)C=1C=C(C=CC1)[C@H](CC(=O)O)NC(CNC(CCCNC1=NC=CC(=C1)C)=O)=O